BrC(C(=O)C=1C=C2C=CN(C2=CC1)S(=O)(=O)C1=CC=C(C)C=C1)CC(C)C 2-bromo-4-methyl-1-(1-tosyl-1H-indol-5-yl)pentan-1-one